4-(2-((tert-Butyldimethylsilyl)oxy)ethoxy)-6,7-dichloro-1-tosyl-1H-indole [Si](C)(C)(C(C)(C)C)OCCOC1=C2C=CN(C2=C(C(=C1)Cl)Cl)S(=O)(=O)C1=CC=C(C)C=C1